N-[3-[[1-(1,3-benzothiazol-2-yl)-2-(3-cyanophenyl)ethyl]sulfamoyl]phenyl]thiadiazole-5-carboxamide S1C(=NC2=C1C=CC=C2)C(CC2=CC(=CC=C2)C#N)NS(=O)(=O)C=2C=C(C=CC2)NC(=O)C2=CN=NS2